C(C)(C)(C)OC(=O)NC(C)(C)C1=CC(=NC(=C1)N1CCC(CC1)(C)C)OC1[C@@H]2CN(C[C@H]12)C(=O)OC(C)(C)C tert-butyl (1R,5S,6s)-6-((4-(2-((tert-butoxycarbonyl)amino)propan-2-yl)-6-(4,4-dimethylpiperidin-1-yl)pyridin-2-yl)oxy)-3-azabicyclo[3.1.0]hexane-3-carboxylate